3-(2-(((6-bromopyrimidin-4-yl)amino)methyl)-6-cyclopropyl-[1,2,4]triazolo[1,5-a]pyridin-8-yl)oxazolidin-2-one BrC1=CC(=NC=N1)NCC1=NN2C(C(=CC(=C2)C2CC2)N2C(OCC2)=O)=N1